2-aminothiophenacetic acid NC1(SC=CC1)CC(=O)O